(2-methoxyphenyl)(3-phenyl-1H-indol-2-yl)(p-tolyl)methanol COC1=C(C=CC=C1)C(O)(C1=CC=C(C=C1)C)C=1NC2=CC=CC=C2C1C1=CC=CC=C1